5-(3-[3-(benzyloxy)phenoxy]azetidine-1-yl)-5-methyl-2,2-diphenylhexanenitrile C(C1=CC=CC=C1)OC=1C=C(OC2CN(C2)C(CCC(C#N)(C2=CC=CC=C2)C2=CC=CC=C2)(C)C)C=CC1